anisoic acid C(C1=CC=C(C=C1)OC)(=O)O